FC1=C(CNC(=O)C=2C(C(=C3N(C=CN(C3=O)[C@H]3C[C@H](CC3)O)C2)OC)=O)C(=CC(=C1)F)F 2-((1R,3S)-3-Hydroxy-cyclopentyl)-9-methoxy-1,8-dioxo-1,8-dihydro-2H-pyrido[1,2-a]pyrazine-7-carboxylic acid 2,4,6-trifluoro-benzylamide